(S)-2-((4-(2-((4-chloro-2-fluorobenzyl)oxy)-3-fluorophenyl)-6-oxo-3,6-dihydropyridin-1(2H)-yl)methyl)-1-(oxetan-2-ylmethyl)-1H-benzo[d]imidazole-6-carboxylic acid methyl ester COC(=O)C=1C=CC2=C(N(C(=N2)CN2CCC(=CC2=O)C2=C(C(=CC=C2)F)OCC2=C(C=C(C=C2)Cl)F)C[C@H]2OCC2)C1